2-bromo-5-fluoro-4-methyl-1,3-benzothiazole BrC=1SC2=C(N1)C(=C(C=C2)F)C